tert-Butyl (1-(6-((2-amino-2-oxo-1-phenylethyl)thio)-3,5-dicyano-4-ethylpyridin-2-yl)-4-(hydroxymethyl)piperidin-4-yl)carbamate NC(C(C1=CC=CC=C1)SC1=C(C(=C(C(=N1)N1CCC(CC1)(CO)NC(OC(C)(C)C)=O)C#N)CC)C#N)=O